C1(=C(C=CC=C1)N1C2=CC=CC=C2C=2C=C(C=CC12)B1OC(C(O1)(C)C)(C)C)C1=CC=CC=C1 9-([1,1'-biphenyl]-2-yl)-3-(4,4,5,5-tetramethyl-1,3,2-dioxaborolan-2-yl)-9H-carbazole